4-((2-Methyl-1H-Imidazol-1-Yl)Methyl)Benzaldehyde CC=1N(C=CN1)CC1=CC=C(C=O)C=C1